COC(NC1=NC=CC(=C1)C=1C=C2C(=NNC2=C(C1)Br)N)=O (4-(3-Amino-7-bromo-1H-indazol-5-yl)pyridin-2-yl)carbamic acid methyl ester